6-(tert-butyl)-2-(4-methylpiperazin-1-yl)-N-(thiophen-2-ylmethyl)pyrido[3,4-d]pyrimidin-4-amine C(C)(C)(C)C1=CC2=C(N=C(N=C2NCC=2SC=CC2)N2CCN(CC2)C)C=N1